N-(2-chloro-7H-pyrrolo[2,3-d]pyrimidin-4-yl)-4'-fluoro-1'-(methylsulfonyl)spiro[cyclobutane-1,3'-indolin]-7'-amine ClC=1N=C(C2=C(N1)NC=C2)NC=2C=CC(=C1C3(CN(C21)S(=O)(=O)C)CCC3)F